O1CCN(CC1)S(=O)(=O)CCN 2-(morpholinosulfonyl)ethan-1-amine